COC1=CC2=CC3=C(C(OC3)=O)C(=C2C=C1OC)C1=CC(=NC2=CC(=CC=C12)OC)C 6,7-dimethoxy-9-(7-methoxy-2-methylquinolin-4-yl)naphtho[2,3-c]furan-1(3H)-one